(P)-1-(4-bromo-2-methoxyphenyl)-N-(4-methoxybenzyl)-2-oxo-N-(pyrimidin-2-yl)-1,2-dihydroquinoline-6-sulfonamide BrC1=CC(=C(C=C1)N1C(C=CC2=CC(=CC=C12)S(=O)(=O)N(C1=NC=CC=N1)CC1=CC=C(C=C1)OC)=O)OC